C1=CC(=CC=C1[C@]2([C@@H]([C@H]([C@H]([C@H](O2)CO)O)O)O)O)[N+](=O)[O-] p-nitrophenyl-α-galactose